N-(3-fluoro-2-methylphenyl)-4-hydroxy-2-oxo-1,2,5,6-tetrahydropyridine-3-carbothioic acid amide FC=1C(=C(C=CC1)NC(=S)C=1C(NCCC1O)=O)C